ClC1=NC(=NC(=N1)OCCCCCCCCCCCCCCCC(C)C)OCCCCCCCCCCCCCCCC(C)C 2-chloro-4,6-bis((16-methyl-heptadecyl)oxy)-1,3,5-triazine